(1R,3R)-3-((S)-6-(Methoxycarbonyl)-7-methyl-2-(4-(2-oxopyrrolidin-1-yl)benzyl)-6,7,8,9-tetrahydro-3H-imidazo[4,5-f]chinolin-3-yl)cyclohexan COC(=O)N1[C@H](CCC2=C3C(=CC=C12)N(C(=N3)CC3=CC=C(C=C3)N3C(CCC3)=O)C3CCCCC3)C